(4-hydroxy-4-(4-(trifluoromethyl)phenyl)piperidin-1-yl)(4-(3-hydroxyoxetan-3-yl)phenyl)methanone OC1(CCN(CC1)C(=O)C1=CC=C(C=C1)C1(COC1)O)C1=CC=C(C=C1)C(F)(F)F